5-(2-hydroxyphenyl)4,3,4-oxadiazole OC1=C(C=CC=C1)C1=NNC=C1